CSNC1=CC(=CC=C1)[N+](=O)[O-] (methylthio)-3-nitroaniline